C(C(C)(C)C)(=O)[O-].[K+].C(C)N1C(=CC(=C1)B1OC(C(O1)(C)C)(C)C)C(=O)OCC1=CC=CC=C1 Benzyl 1-ethyl-4-(4,4,5,5-tetramethyl-1,3,2-dioxaborolan-2-yl)pyrrole-2-carboxylate Potassium pivalate